N-[4-(2,6-Dimethylphenyl)-6-[2-(4-methylpiperazin-1-yl)pyrimidin-5-yl]oxy-pyrimidin-2-yl]-1-methyl-pyrazole-4-sulfonamide CC1=C(C(=CC=C1)C)C1=NC(=NC(=C1)OC=1C=NC(=NC1)N1CCN(CC1)C)NS(=O)(=O)C=1C=NN(C1)C